[Pd].C1(=CC=CC=C1)P(C1=CC=CC=C1)(C1=CC=CC=C1)C1=CC=CC=C1 tetraphenylphosphine palladium (0)